methyl (R)-2-((2E,5S,6R,7E)-5-((tert-butyldimethylsilyl)oxy)-8-(1-isopropyl-1H-pyrazol-4-yl)-6-methylocta-2,7-dienamido)-3-(3-chloro-4-methoxyphenyl)propanoate [Si](C)(C)(C(C)(C)C)O[C@@H](C/C=C/C(=O)N[C@@H](C(=O)OC)CC1=CC(=C(C=C1)OC)Cl)[C@@H](\C=C\C=1C=NN(C1)C(C)C)C